C(C=C)(=O)N1C2C(CC(C1)C2)N2N=C(C=1C2=NC=NC1N)C1=CC=C(C(=O)NC2=CC(=CC=C2)C(C)C)C=C1 4-(1-(2-acryloyl-2-azabicyclo[2.2.1]heptan-6-yl)-4-amino-1H-pyrazolo[3,4-d]pyrimidin-3-yl)-N-(3-isopropylphenyl)benzamide